(2E)-2,3-dibromobut-2-ene-1,4-diyl bis(propanoate) C(CC)(=O)OC/C(=C(/COC(CC)=O)\Br)/Br